P(=O)(O)(O)O.O[C@H]([C@@H]([C@H](CC[C@H](C)[C@@H]1OC(C=C[C@@H]1C)=O)[Na])C)\C=C/C=C\C=C\C (2S,5S,6S,7S,7S,8Z,10Z,12E)-7-Hydroxy-6-methyl-2-((2S,3S)-3-methyl-6-oxo-3,6-dihydro-2H-pyran-2-yl)tetradeca-8,10,12-trien-5-yl-sodium hydrogen phosphate